C1(CCC(N1OC(C(CC(C)SC(=O)C1=CC=CC=C1)C#N)=O)=O)=O cyano-4-(phenylcarbonylthio)pentanoic acid-succinimidyl ester